(3-fluoro-4-(1-methyl-4-(trifluoromethyl)-1H-imidazol-2-yl)phenyl)methanamine FC=1C=C(C=CC1C=1N(C=C(N1)C(F)(F)F)C)CN